FC(C(=O)O)(F)F.NCC1CCN(CC1)C1=CC2=C(CC(O2)(C)C)C=C1NC(=O)C=1N=C(OC1)C1=CC(=NC=C1)N N-(6-(4-(aminomethyl)piperidin-1-yl)-2,2-dimethyl-2,3-dihydrobenzofuran-5-yl)-2-(2-aminopyridin-4-yl)oxazole-4-carboxamide trifluoroacetate